1-[(4-amino-2,6-difluoro-phenyl)methyl]-4-chloro-pyrazolo[3,4-d]Pyrimidin-6-amine NC1=CC(=C(C(=C1)F)CN1N=CC=2C1=NC(=NC2Cl)N)F